methyl-4H-imidazo[1,5-a][1,4]benzodiazepine CC1=NC=C2N1C1=C(C=NC2)C=CC=C1